The molecule is an unsaturated fatty acyl-CoA that results from the formal condensation of the thiol group of coenzyme A with the carboxy group of 3-oxooleic acid. It is a long-chain 3-oxo-fatty acyl-CoA and a monounsaturated fatty acyl-CoA. It derives from an oleic acid. It is a conjugate acid of a 3-oxooleoyl-CoA(4-). CCCCCCCC/C=C\\CCCCCC(=O)CC(=O)SCCNC(=O)CCNC(=O)[C@@H](C(C)(C)COP(=O)(O)OP(=O)(O)OC[C@@H]1[C@H]([C@H]([C@@H](O1)N2C=NC3=C(N=CN=C32)N)O)OP(=O)(O)O)O